L-3-methyl-Histidine ethyl-4-bromo-3-phenyl-1H-pyrrole-2-carboxylate ethyl-4-bromo-3-phenyl-1H-pyrrole-2-carboxylate C(C)N1C(=C(C(=C1)Br)C1=CC=CC=C1)C(=O)O.C(C)N1C(=C(C(=C1)Br)C1=CC=CC=C1)C(=O)O.CN1C=NC=C1C[C@H](N)C(=O)O